O=C([C@@H](CC(NC(C1=CC=CC=C1)(C1=CC=CC=C1)C1=CC=CC=C1)=O)NC(OC(C)(C)C)=O)N/N=C/CCC1=CC=CC=C1 tert-butyl (R,E)-(1,4-dioxo-1-(2-(3-phenylpropylidene)hydrazineyl)-4-(tritylamino)butan-2-yl)carbamate